FC1(COC(OC1)C1=NC=CC(=C1[N+](=O)[O-])C1=C(C=CC(=C1)F)F)F 2-(5,5-difluoro-1,3-dioxan-2-yl)-4-(2,5-difluorophenyl)-3-nitropyridine